CC(CC(=O)O)(C)C.SC(CC)(S)S trimercaptopropane trimethyl-propionate